C(C)C1=C(C=C(C=C1CC)CC)O 2,3,5-triethylphenol